trans-4-[(2-amino-3,5-dibromobenzyl)amino]-adamantan-1-ol NC1=C(CNC2C3CC4(CC(CC2C4)C3)O)C=C(C=C1Br)Br